ClC1=NN(C=2C3=C(NC(=NC21)C2=C(C=CC=C2F)F)C=CC(=C3)N3C[C@H](OCC3)C)COCC[Si](C)(C)C (2R)-4-(3-chloro-5-(2,6-difluorophenyl)-1-((2-(trimethylsilyl)ethoxy)methyl)-1,6-dihydrobenzo[d]pyrazolo[3,4-f][1,3]diazepin-9-yl)-2-methylmorpholine